C(C=C)OCC12CN3C(N(C(N(C1)C3C3=CC=CC=C3)C3=CC=CC=C3)C2)C2=CC=CC=C2 7-Allyloxymethyl-2,4,9-triphenyl-1,3,5-triazatricyclo[3.3.1.13,7]decane